[As].[As].[Fe] iron-arsenic compound with arsenic